C1(=CC=CC=C1)COC([C@H](C(C)C)N1C([C@]2(CC1)CN(CCC2)C(=O)OC(C)(C)C)=O)=O tert-butyl (R)-2-((S)-1-(phenylmethoxy)-3-methyl-1-oxobutan-2-yl)-1-oxo-2,7-diazaspiro[4.5]decane-7-carboxylate